6-fluoro-4-{4-[(3-fluoro-5-methylphenyl)methyl]piperazin-1-yl}-1-methyl-3-(pyridin-4-yl)-1,2-dihydroquinolin-2-one FC=1C=C2C(=C(C(N(C2=CC1)C)=O)C1=CC=NC=C1)N1CCN(CC1)CC1=CC(=CC(=C1)C)F